(R)-6-(2-amino-6-fluoro-5-(4-(3-((2-methoxyethyl)(methyl)amino)pyrrolidin-1-yl)phenyl)pyridin-3-yl)-3,4-dihydroisoquinolin-1(2H)-one NC1=NC(=C(C=C1C=1C=C2CCNC(C2=CC1)=O)C1=CC=C(C=C1)N1C[C@@H](CC1)N(C)CCOC)F